C1N(CC12OCCO2)CC(CCCC(C(=O)O)=N)CC 6-((5,8-dioxa-2-azaspiro[3.4]octan-2-yl)methyl)-2-iminooctanoic acid